2-{[2-(2,6-dioxopiperidin-3-yl)-1,3-dioxo-2,3-dihydro-1H-isoindol-5-yl]oxy}acetic acid O=C1NC(CCC1N1C(C2=CC=C(C=C2C1=O)OCC(=O)O)=O)=O